Bis(4-hydroxy-3-methylphenyl)methan OC1=C(C=C(C=C1)CC1=CC(=C(C=C1)O)C)C